N-(2-aminophenyl)-4-((4-((((1S,2R)-2-(4-(3,5-dimethylisoxazol-4-yl)phenyl)cyclopropyl)amino)methyl)piperidin-1-yl)methyl)benzamide NC1=C(C=CC=C1)NC(C1=CC=C(C=C1)CN1CCC(CC1)CN[C@@H]1[C@H](C1)C1=CC=C(C=C1)C=1C(=NOC1C)C)=O